FC(C(F)F)(F)N(C)C 1,1,2,2-tetrafluoroethyl-N,N-dimethylamine